(R)-5-methyl-2-(5-((piperidin-3-yl)amino)pyrido[2,3-d]pyridazin-8-yl)phenol CC=1C=CC(=C(C1)O)C=1N=NC(=C2C1N=CC=C2)N[C@H]2CNCCC2